NC1=C(OCC)C=CC=C1 2-(2-aminophenoxy)ethane